C1(CC1)C(C(=O)O)CCCCCCCCCCCCCCCCC CYCLOPROPYL-NONADECANOIC ACID